2-(4-chlorophenoxy)-N-(3-{[5-(4-chlorophenyl)-1,3,4-thiadiazol-2-yl]amino}bicyclo[1.1.1]pentan-1-yl)acetamide ClC1=CC=C(OCC(=O)NC23CC(C2)(C3)NC=3SC(=NN3)C3=CC=C(C=C3)Cl)C=C1